[I-].[I-].C(C)C1(C(=C(C(=C1C)C)C)C)[Zr+2]C1C(=CC2=CC=CC=C12)C (1-ethyl-2,3,4,5-tetramethylcyclopentadienyl)(2-methylindenyl)zirconium diiodide